4-vinyl-catechol dipropionate C(CC)(=O)OC=1C(OC(CC)=O)=CC(=CC1)C=C